rac-4-bromo-2-((1S*,2S*)-2-(4-methylpyrimidin-2-yl)cyclopropyl)quinolin-7-amine BrC1=CC(=NC2=CC(=CC=C12)N)[C@@H]1[C@H](C1)C1=NC=CC(=N1)C |r|